ClC=1C=C(C=CC1)C1=C(C(=NN1C)C(=O)OCC)I ethyl 5-(3-chlorophenyl)-4-iodo-1-methyl-1H-pyrazole-3-carboxylate